(R)-4-(3-(2-cyclohexylethyl)-3-(dimethylamino)piperidin-1-yl)-2,6-difluoro-N-(pyrimidin-4-yl)benzenesulfonamide C1(CCCCC1)CC[C@@]1(CN(CCC1)C1=CC(=C(C(=C1)F)S(=O)(=O)NC1=NC=NC=C1)F)N(C)C